tert-butyl (3R)-3-[tert-butoxy carbonyl-(3-isopropyl-5-pyrimidin-5-yl-pyrazolo[1,5-a]pyrimidin-7-yl)amino]-1,2,3,4-tetrahydrocarbazole-9-carboxylate C(C)(C)(C)OC(=O)N([C@@H]1CCC=2N(C3=CC=CC=C3C2C1)C(=O)OC(C)(C)C)C1=CC(=NC=2N1N=CC2C(C)C)C=2C=NC=NC2